6-chloro-4-(1,3-dimethyl-1H-pyrazol-5-yl)-N-((5-fluoro-2,3-dihydrobenzofuran-4-yl)methyl)-2,7-naphthyridin-1-amine ClC=1C=C2C(=CN=C(C2=CN1)NCC1=C(C=CC2=C1CCO2)F)C2=CC(=NN2C)C